COC=1C=C(C=CC1OC)C=1NC2=CC=C(C=C2C1CC)C1CCN(CC1)C(CN1C[C@@H](CCC1)C(=O)O)=O |r| racemic-1-(2-(4-(2-(3,4-dimethoxyphenyl)-3-ethyl-1H-indol-5-yl)piperidin-1-yl)-2-oxoethyl)piperidine-3-carboxylic acid